NC([C@@](CO)(C)NC(=O)C1=C(OC2=C1C=C(C=C2)CC2=CC=NC=C2)C)=O (S)-N-(1-amino-3-hydroxy-2-methyl-1-oxopropan-2-yl)-2-methyl-5-(pyridin-4-ylmethyl)benzofuran-3-carboxamide